2-(7-Chloro-1H-benzo[d]imidazole-2-carbonyl)-1-methyl-1,2,3,4-tetrahydropyrrolo[1,2-a]pyrazine-6-carboxamide ClC1=CC=CC2=C1NC(=N2)C(=O)N2C(C=1N(CC2)C(=CC1)C(=O)N)C